3-(2,5-difluoro-4-nitrophenoxy)bicyclo[3.1.0]hexane FC1=C(OC2CC3CC3C2)C=C(C(=C1)[N+](=O)[O-])F